6-[5-(trifluoromethyl)pyrazin-2-yl]oxy-2-azaspiro[3.3]heptane FC(C=1N=CC(=NC1)OC1CC2(CNC2)C1)(F)F